ClC1=C(C=NN1)C1=CC=C2C(=CN(C2=C1)CCN(C)CC)C(=O)[C@@H]1COC2=CC=C(C=C2C1)OC (S)-(6-(5-chloro-1H-pyrazol-4-yl)-1-(2-(ethyl(methyl)amino)ethyl)-1H-indol-3-yl)(6-methoxychroman-3-yl)methanone